FC(OC1=CC2C(N=C(S2)N)C=C1)(F)F 6-(trifluoromethoxy)-3a,7a-Dihydrobenzo[d]thiazol-2-amine